BrC1=CC=C(C=C1)N(C(=O)C=1N=CC=2N(C1)C=CN2)C N-(4-bromophenyl)-N-methyl-imidazo[1,2-a]pyrazine-6-carboxamide